2-fluoro-6-(E)-[(4-hydroxy-3-methylbut-2-en-1-yl)amino]-9-(oxetan-2-yl)-9H-purine FC1=NC(=C2N=CN(C2=N1)C1OCC1)NC\C=C(\CO)/C